3-Amino-1-(2-cyclopropoxyethyl)-5-ethyl-1,5-dihydro-4H-pyrrolo[3,2-c]pyridin-4-one hydrochloride Cl.NC1=CN(C2=C1C(N(C=C2)CC)=O)CCOC2CC2